BrC=1N=CSC1C(=O)NCCCNC 4-bromo-N-[3-(methylamino)propyl]thiazole-5-carboxamide